NC1=NC=NN2C1=C(C=C2C=2C=C(C(=NC2)OC)C(=O)N[C@@H]2CN(C[C@@H]2F)C([C@H](C(C)(C)C)O)=O)C(F)(F)F 5-[4-amino-5-(trifluoromethyl)pyrrolo[2,1-f][1,2,4]triazin-7-yl]-N-[(3R,4S)-4-fluoro-1-[(2S)-2-hydroxy-3,3-dimethylbutanoyl]pyrrolidin-3-yl]-2-methoxypyridine-3-carboxamide